BrC1=C(C(=C)C)C(=CC(=C1)Br)Br 2,4,6-tribromo-α-methylstyrene